2-(2-methyl-5-nitro-1H-imidazolyl)ethyl-seryl-serine CC=1N(C(=CN1)[N+](=O)[O-])CCN[C@@H](CO)C(=O)N[C@@H](CO)C(=O)O